C(C)(C)(C)C=1SC(=CN1)C(=O)NCC1=C(C=C(C=C1)C=1C2=C(N=CN1)N=C(S2)N2CCN(CC2)C)C 2-(tert-butyl)-N-(2-methyl-4-(2-(4-methylpiperazin-1-yl)thiazolo[4,5-d]pyrimidin-7-yl)benzyl)thiazole-5-carboxamide